Ethyl 2-ethyl-3-oxo-3-phenylpropionate C(C)C(C(=O)OCC)C(C1=CC=CC=C1)=O